2-chloro-N-(2-oxo-1-(2-Methylphenyl)cyclohexyl)acetamide ClCC(=O)NC1(C(CCCC1)=O)C1=C(C=CC=C1)C